2-[acetyl-(2-chlorobenzyl)amino]-7-chloro-6-hydroxy-1-benzothiophene-3-carboxylic acid methyl ester COC(=O)C1=C(SC2=C1C=CC(=C2Cl)O)N(CC2=C(C=CC=C2)Cl)C(C)=O